ethyl 4-[6-(2-chloro-5-methoxy-phenyl)-2,4-dioxo-1H-thieno[3,2-d]pyrimidin-3-yl]isoquinoline-6-carboxylate ClC1=C(C=C(C=C1)OC)C1=CC=2NC(N(C(C2S1)=O)C1=CN=CC2=CC=C(C=C12)C(=O)OCC)=O